C(C)(C)(C)C1CCN(C=2N1N=CC2)C=2N=C1N(C(C2C)=O)C=C(C=C1[C@@H](C)NC1=C(C(=O)O)C=CC=C1)C 2-(((1R)-1-(2-(7-(tert-butyl)-6,7-dihydropyrazolo[1,5-a]pyrimidin-4(5H)-yl)-3,7-dimethyl-4-oxo-4H-pyrido[1,2-a]pyrimidin-9-yl)ethyl)amino)benzoic acid